CN1N=CC(=C1)NC1=NC=CC(=N1)N1C[C@H]2CC[C@@H](C1)N2C(=O)[C@H]2[C@H](C2)C#N (1S,2R)-2-{[(1R,5S)-3-{2-[(1-methyl-1H-pyrazol-4-yl)amino]pyrimidin-4-yl}-3,8-diazabicyclo[3.2.1]oct-8-yl]carbonyl}cyclopropanecarbonitrile